6-(((S)-1-(((S)-1-methyl-2-oxopiperidin-3-yl)methyl)-3-oxoisoindolin-2-yl)methyl)benzo[d]oxazol-2(3H)-one CN1C([C@@H](CCC1)C[C@@H]1N(C(C2=CC=CC=C12)=O)CC1=CC2=C(NC(O2)=O)C=C1)=O